ClC=1C=2N(C=C(C1)C1(CC(C1)C)C(=O)NN)C=CN2 1-(8-chloroimidazo[3,2-a]pyridin-6-yl)-3-methylcyclobutane-1-carboxylic acid hydrazide